C(\C=C\C)N1C(C2=C(C(=C1)C1=CC=C(C(=O)NC3CC3)C=C1)C=CN2)=O 4-[6-[(E)-but-2-enyl]-7-oxo-1H-pyrrolo[2,3-c]pyridin-4-yl]-N-cyclopropyl-benzamide